C(C)(C)(C)C1(N(CCCC1)C(=O)O)N.NC1=CC(OC2=CC(=CC=C12)OCC=C)=O 4-amino-7-(allyloxy)coumarin tert-butyl-(3R)-aminopiperidine-1-carboxylate